BrC=1C=CC2=C(N=C(O2)N2C[C@H](CC2)NC(OC(C)(C)C)=O)C1 tert-butyl (S)-(1-(5-bromobenzo[d]oxazol-2-yl)pyrrolidin-3-yl)carbamate